C(=C)S(=O)(=O)C=CC(=O)N 3-(vinylsulfonyl)acrylamide